FC(C)(F)C=1OC(=NN1)N1[C@@H](C2=C(CC1)NC=N2)C2=NN1C(C(=CC=C1)F)=C2 (S)-2-(1,1-difluoroethyl)-5-(4-(4-fluoropyrazolo[1,5-a]pyridin-2-yl)-1,4,6,7-tetrahydro-5H-imidazo[4,5-c]pyridin-5-yl)-1,3,4-oxadiazole